(2S,4R)-4-(methylsulfonyl)pyrrolidine-1,2-dicarboxylic acid 1-(tert-butyl) ester 2-methyl ester COC(=O)[C@H]1N(C[C@@H](C1)S(=O)(=O)C)C(=O)OC(C)(C)C